3-(((3-chloro-1-(5-(3-fluoro-4-isopropoxyphenyl)-1,2,4-oxadiazol-3-yl)-1H-indol-5-yl)methyl)amino)propionic acid ClC1=CN(C2=CC=C(C=C12)CNCCC(=O)O)C1=NOC(=N1)C1=CC(=C(C=C1)OC(C)C)F